S(=O)(=O)(O)O.N1=CN=C2N=CNC2=C1N.N1=CN=C2N=CNC2=C1N adenine hemi-sulfate